2-cyclobutyl-3-oxo-3-(2-(trifluoromethyl)thiazol-5-yl)propionitrile C1(CCC1)C(C#N)C(C1=CN=C(S1)C(F)(F)F)=O